COC=1C(=CC2=C(SC3=C2CC(C3=O)CCCC(=O)O)C1)OC 4-(6,7-dimethoxy-3-oxo-2,3-dihydro-1H-benzo[b]cyclopenta[d]thiophen-2-yl)butanoic acid